(1r,4r)-4-(((tert-butyloxycarbonyl)amino)methyl)cyclohexane-1-carboxylic acid C(C)(C)(C)OC(=O)NCC1CCC(CC1)C(=O)O